NC=1C=C(CNC(=O)NCC2=CC(=CC=C2)N)C=CC1 1,3-bis(3-aminobenzyl)urea